C1(CC1)C=1C=CC=2N(C1)C=C(N2)C2CCC=1N2C(=CN1)C(=O)NCC1=C(C(=CC=C1N1N=NN=C1)OC)F 5-(6-cyclopropylimidazo[1,2-a]pyridin-2-yl)-N-(2-fluoro-3-methoxy-6-(1H-tetrazol-1-yl)benzyl)-6,7-dihydro-5H-pyrrolo[1,2-a]imidazole-3-carboxamide